4-methyl-2-(phenylamino)-1,3-thiazole-5-carboxylic acid CC=1N=C(SC1C(=O)O)NC1=CC=CC=C1